N(=[N+]=[N-])CCCCCC([C@H](C)C1=C(C(=CC(=C1)O)O)C)=O (R,S)-8-azido-2-(3,5-dihydroxy-2-methylphenyl)octan-3-one